C1=C(C=CC2=CC=CC=C12)C=1NC=C(N1)C1=CC=C(C=C1)F 2-(Naphthalin-2-yl)-4(s)-(4-fluorophenyl)-1H-imidazol